3,7-dimethyl-7-hydroxy-octane-1-al CC(CC=O)CCCC(C)(O)C